2-(trimethylsilyl)ethoxymethyltriphenylphosphonium chloride [Cl-].C[Si](CCOC[P+](C1=CC=CC=C1)(C1=CC=CC=C1)C1=CC=CC=C1)(C)C